(2-(cyclohex-3-en-1-yl)ethyl)diphenyl-silane ethyl-4-bromo-5-methyl-1H-pyrrole-2-carboxylate C(C)OC(=O)C=1NC(=C(C1)Br)C.C1(CC=CCC1)CC[SiH](C1=CC=CC=C1)C1=CC=CC=C1